C1(CC1)C1=CC(=NC=2N1N=C(C2)C2=C(C=C(C=C2)N2C[C@@H](C[C@H]2C)C(=O)N)F)C(=O)N2[C@@H](C1=CC=CC=C1CC2)C (3R,5R)-1-(4-{7-cyclopropyl-5-[(1R)-1-methyl-1,2,3,4-tetrahydroisoquinoline-2-carbonyl]pyrazolo[1,5-a]pyrimidin-2-yl}-3-fluorophenyl)-5-methylpyrrolidine-3-carboxamide